6,6'-dibromo-1,1'-binaphthyl-2,2'-diamine BrC1=CC2=CC=C(C(=C2C=C1)C=1C(=CC=C2C=C(C=CC12)Br)N)N